(2R,3S,5R)-4-[[3-(4-Fluoro-2-methoxy-3-methyl-phenyl)-5-(trifluoromethyl)tetrahydrofuran-2-carbonyl]amino]pyridin-2-carboxamid FC1=C(C(=C(C=C1)[C@H]1[C@@H](O[C@H](C1)C(F)(F)F)C(=O)NC1=CC(=NC=C1)C(=O)N)OC)C